FC=1C=C(C=C(C1[C@H]1[C@@H](N(CC=2C3=C(C=CC12)NN=C3)C)CC(C)C)F)NC3CN(C3)CCCCC N-(3,5-difluoro-4-((6S,7S)-7-isobutyl-8-methyl-6,7,8,9-tetrahydro-3H-pyrazolo[3,4-h]isoquinolin-6-yl)phenyl)-1-pentylazetidin-3-amine